4-(5-amino-6-methoxy-2H-indazol-2-yl)piperidine-1-carboxylic acid tert-butyl ester C(C)(C)(C)OC(=O)N1CCC(CC1)N1N=C2C=C(C(=CC2=C1)N)OC